FC=1C=CC(=NC1)C=1C(=C2N(N1)CCC2)C2=C1C(=NC(=C2)C)NN=C1 4-[2-(5-fluoro-2-pyridinyl)-5,6-dihydro-4H-pyrrolo[1,2-b]pyrazol-3-yl]-6-methyl-1H-pyrazolo[3,4-b]pyridine